1-[(2R,6R)-6-[[bis(4-methoxyphenyl)-phenyl-methoxy]methyl]-4-cyclohexyl-6-(hydroxy-methyl)morpholin-2-yl]-5-methyl-pyrimidine-2,4-dione COC1=CC=C(C=C1)C(OC[C@]1(O[C@H](CN(C1)C1CCCCC1)N1C(NC(C(=C1)C)=O)=O)CO)(C1=CC=CC=C1)C1=CC=C(C=C1)OC